ClC=1C=C(CNC=2C(=NC=C(N2)C#N)C#N)C=CC1Cl 3-(3,4-dichlorobenzylamino)pyrazine-2,5-dicarbonitrile